1,3-bis(1,2-epoxy-1-methylethyl)benzene CC1(CO1)C1=CC(=CC=C1)C1(CO1)C